cresyl-2,6-xylyl phosphate P(=O)(OC1=C(C(=CC=C1C)C1=CC=C(C=C1)C)C)([O-])[O-]